N4-(5-amino-2-fluorophenyl)-N2-(1-methyl-1H-pyrazol-4-yl)-5-(tetrahydro-2H-pyran-4-yl)pyrimidine-2,4-diamine NC=1C=CC(=C(C1)NC1=NC(=NC=C1C1CCOCC1)NC=1C=NN(C1)C)F